benzyl (2S)-2-[[(2S)-2,6-bis(tert-butoxycarbonylamino)hexanoyl]amino]-6-(tert-butoxycarbonylamino)hexanoate C(C)(C)(C)OC(=O)N[C@H](C(=O)N[C@H](C(=O)OCC1=CC=CC=C1)CCCCNC(=O)OC(C)(C)C)CCCCNC(=O)OC(C)(C)C